Cl.Cl.N(=NC(C)(C)C=1NCCN1)C(C)(C)C=1NCCN1 2,2'-Azobis[2-(imidazolin-2-yl)propane] dihydrochloride